Methyl 2-[[4-[6-[(4-cyano-2-fluoro-phenyl)methoxy]-2-pyridyl]-2,5-difluoro-phenyl]methyl]-3-[(4S)-4-methoxypyrrolidin-3-yl]benzimidazole-5-carboxylate C(#N)C1=CC(=C(C=C1)COC1=CC=CC(=N1)C1=CC(=C(C=C1F)CC=1N(C2=C(N1)C=CC(=C2)C(=O)OC)C2CNC[C@@H]2OC)F)F